(1R,2S,5R)-1-Amino-2-(((S)-2-amino-3-hydroxy-3-methylbutanamido)methyl)-5-(2-boronoethyl)cyclohexane-1-carboxylic acid dihydrochloride Cl.Cl.N[C@]1([C@@H](CC[C@H](C1)CCB(O)O)CNC([C@H](C(C)(C)O)N)=O)C(=O)O